C(C1=CC=CC=C1)NC(CNC1=NC=C(C(=C1)OC)[Si](F)(C(C)(C)C)C(C)(C)C)=O N-benzyl{5-[di(tert-butyl)(fluoro)silyl]-4-methoxy-2-pyridylamino}acetamide